BrC=1C=C(C=NC1)C=1N=NN(C1)CC=1N=C2N(C=C(C=C2)CO)C1 (2-((4-(5-bromopyridin-3-yl)-1H-1,2,3-triazol-1-yl)methyl)imidazo[1,2-a]pyridin-6-yl)methanol